[Si](C)(C)(C(C)(C)C)O[C@@H]1C[C@H](CNC1)N1N=C(C=2C1=NC=NC2N)C2=C(C=C(C=C2)OC2=CC=CC=C2)F 1-((3R,5R)-5-((tert-butyldimethylsilyl)oxy)piperidin-3-yl)-3-(2-fluoro-4-phenoxyphenyl)-1H-pyrazolo[3,4-d]pyrimidin-4-amine